FC(C=1N=NNC1CC(=O)O)F 2-(4-(difluoromethyl)-1H-1,2,3-triazol-5-yl)acetic acid